N-ethoxyformyl-O-p-toluenesulfonyl-L-homoserine ethyl ester C(C)OC([C@@H](NC(=O)OCC)CCOS(=O)(=O)C1=CC=C(C)C=C1)=O